4-aminopyrrolidine-1,2-dicarboxylate hydrochloride Cl.NC1CC(N(C1)C(=O)O)C(=O)O